N-(quinoxalin-6-yl)-(2S)-2-[4-{5-chloro-2-[5-(trifluoromethyl)-1,3,4-oxadiazol-2-yl]phenyl}-5-methoxy-2-oxopyridin-1(2H)-yl]-4-methoxybutyramide N1=CC=NC2=CC(=CC=C12)NC([C@H](CCOC)N1C(C=C(C(=C1)OC)C1=C(C=CC(=C1)Cl)C=1OC(=NN1)C(F)(F)F)=O)=O